C1(=CC=CC=C1)[C@H]([C@H]1CNC2=CC=CN=C2C1)NCCC=1C=C(C=CC1)C(C(=O)O)C 2-(3-(2-(((S)-phenyl((R)-1,2,3,4-tetrahydro-1,5-naphthyridin-3-yl)methyl)amino)ethyl)phenyl)propanoic acid